N-Fluorenylmethoxycarbonyl-L-aspartic acid 4-tert-butyl ester C(C)(C)(C)OC(C[C@H](NC(=O)OCC1=CC=CC=2C3=CC=CC=C3CC12)C(=O)O)=O